FC1([C@H](COC1)NC(N(CC1=C(C=NC=C1)C1=CC=CC=C1)C)=O)F 3-[(3S)-4,4-difluorotetrahydrofuran-3-yl]-1-methyl-1-[(3-phenyl-4-pyridyl)methyl]urea